COC1=CC=C(CN2C3=C([Si](C4=C2C=CC=C4)(C4=CC=CC=C4)C4=CC=CC=C4)C=CC=C3)C=C1 5-(4-methoxybenzyl)-10,10-diphenyl-5,10-dihydrodibenzo[b,e][1,4]azasiline